N[C@@H]([C@@H](C(=O)N[C@@H](C(C)C)C(=O)N1CCC(CC1)(C=1SC=C(N1)C1=CC=CC=C1)CNC(C1=CC(=CC=C1)C1=NOC(=N1)C(F)(F)F)=O)O)CC1=CC=CC=C1 N-((1-(((2S,3R)-3-amino-2-hydroxy-4-phenylbutyryl)-L-valyl)-4-(4-phenylthiazol-2-yl)piperidin-4-yl)methyl)-3-(5-(trifluoromethyl)-1,2,4-oxadiazol-3-yl)benzamide